O=C1NC(CCC1NC1=CC=C(C=C1)C1CCN(CC1)CC1=CC=C(C=C1)C=1C=C2C(=NC=NN2C1)C1=CC(=C(C=C1)CNC(=O)C=1SC2=C(C1)C=CC=C2)C)=O N-[[4-[6-[4-[[4-[4-[(2,6-dioxo-3-piperidyl)amino]phenyl]-1-piperidyl]methyl]phenyl]pyrrolo[2,1-f][1,2,4]triazin-4-yl]-2-methyl-phenyl]methyl]benzothiophene-2-carboxamide